1-Bromo-3-chloro-5-(2,2-dimethylpropylthio)-2-methylbenzene BrC1=C(C(=CC(=C1)SCC(C)(C)C)Cl)C